C1(=CC=CC=C1)[C@@H]([C@@H]1CNC2=C(N1)N=CC=C2)NC[C@H](C)C=2C=C(C=CC2)CC(=O)O 2-(3-((R)-1-(((S)-phenyl((S)-1,2,3,4-tetrahydropyrido[2,3-b]pyrazin-3-yl)methyl)amino)propan-2-yl)phenyl)acetic acid